BrC1=CN(C2=NC=C(C=C21)N)C 3-bromo-1-methyl-1H-pyrrolo[2,3-b]pyridin-5-amine